N1=CC=C(C=C1)C=1N=C(C2=C(N1)C=NC=C2)N2CCC1(CCN(C1)C[C@@H](C)O)CC2 (R)-1-(8-(2-(pyridin-4-yl)pyrido[3,4-d]pyrimidin-4-yl)-2,8-diazaspiro[4.5]decan-2-yl)propan-2-ol